N1C=CC=2C1=NC=C(C2)OC2=C(C(=O)OC(C)(C)C)C=CC(=C2)N2CCN(CC2)CC2=C(CC(CC2)(C)C)C21CC(C2)(C1)C tert-butyl 2-(1H-pyrrolo[2,3-b]pyridin-5-yloxy)-4-(4-((4,4-dimethyl-2-(3-methylbicyclo[1.1.1]pentan-1-yl)cyclohex-1-enyl)methyl)piperazin-1-yl)benzoate